4-(5-chloro-1-heptyl-3-(nicotinamido)-1H-pyrazolo[3,4-b]pyridin-6-yl)phenyl (2-(dimethylamino)ethyl)carbamate CN(CCNC(OC1=CC=C(C=C1)C1=C(C=C2C(=N1)N(N=C2NC(C2=CN=CC=C2)=O)CCCCCCC)Cl)=O)C